FC(F)(F)C=1C(=C(C=CC1C(=O)O)C1=CC=C(C=C1)C(=O)O)C(F)(F)F bis(trifluoromethyl)-4,4'-dicarboxybiphenyl